3,3',5,5'-tetrachloro diphenyl disulfide C1=C(C=C(C=C1Cl)Cl)SSC2=CC(=CC(=C2)Cl)Cl